CN1N=CC(=C1C1=CC=2N(C=C1)N=C(C2)NC(=O)[C@@H]2[C@@H](C2)C2=CC=CC=C2)OC[C@@H]2N(CC2)C (1S,2R)-N-[5-[2-methyl-4-[[(2R)-1-methylazetidin-2-yl]methoxy]pyrazol-3-yl]pyrazolo[1,5-a]pyridin-2-yl]-2-phenyl-cyclopropanecarboxamide